F[C@H]1[C@@]2(C=C[C@H](C[C@H]1C(=C)C=1N=CC(=NC1)C1=C(C=C(C=C1)C1=CC(=NC=C1)OC)O)N2)C 2-(5-(1-((1s,2r,3s,5s)-2-fluoro-1-methyl-8-azabicyclo[3.2.1]oct-6-en-3-yl)vinyl)pyrazin-2-yl)-5-(2-methoxypyridin-4-yl)phenol